C(C)(C)(C)OC(=O)N1CCN(CC1)C1=CC=C(C=C1)I 4-(4-iodophenyl)piperazine-1-carboxylic acid tert-butyl ester